7-methyl-3-oxohexahydroimidazo[1,5-a]pyrazin CN1CC2N(CC1)C(NC2)=O